ClC1=CC=2N(CC3N(C2N=C1)CCC(C3)C(=O)O)C3=CC=C(C=C3)C(F)(F)F 3-chloro-5-(4-(trifluoromethyl)phenyl)-6,6a,7,8,9,10-hexahydro-5H-dipyrido[1,2-a:3',2'-e]pyrazine-8-carboxylic acid